CN1C=CC2=CC(=CC=C12)NC(=O)NC=1C=NC=CC1 N-(1-methyl-1H-indol-5-yl)-N'-3-pyridylurea